(S)-5-ethyl-4-(4-(4-(methylsulfonyl)tetrahydro-2H-pyran-4-yl)-6-(2-(((triisopropylsilyl)oxy)methyl)-1H-pyrrolo[3,2-b]pyridin-5-yl)pyridin-2-yl)morpholin-3-one C(C)[C@H]1COCC(N1C1=NC(=CC(=C1)C1(CCOCC1)S(=O)(=O)C)C1=CC=C2C(=N1)C=C(N2)CO[Si](C(C)C)(C(C)C)C(C)C)=O